OCCCCCC(=O)OCCCCCC(=O)OCCCCCC(=O)OCCCCCC(=O)OCCOC1=CC=C(C=C1)C1C(OC2=C1C=C(C=C2C(C)(C)C)C(C)(C)C)=O [6-[6-[6-[2-[4-(5,7-di-tert-butyl-2-oxo-3H-benzofuran-3-yl) phenoxy] ethoxy]-6-oxo-hexoxy]-6-oxo-hexoxy]-6-oxo-hexyl] 6-hydroxyhexanoate